N1C=C(C2=CC=CC=C12)C[C@@H](C)NC12CC(C1)C2 (R)-N-(1-(1H-indol-3-yl)propan-2-yl)bicyclo[1.1.1]Pentane-1-amine